5-bromo-1-chloro-3-fluoro-2-nitro-benzene BrC=1C=C(C(=C(C1)Cl)[N+](=O)[O-])F